N1N=NC(=C1)N1CNC2=CC=CCC2C1 3-(1,2,3-triazole-4-yl)tetrahydroquinazoline